4-triisopropylsilanyl-but-3-yn-2-ol C(C)(C)[Si](C#CC(C)O)(C(C)C)C(C)C